Cyclopentyl-3-methyl-6-((5-methylpyridin-3-yl)amino)-1,3-dihydro-2H-imidazo[4,5-c]pyridin-2-one C1(CCCC1)N1C(N(C=2C=NC(=CC21)NC=2C=NC=C(C2)C)C)=O